(R)-(6-Cyclopropyl-imidazo[1,5-a]pyrazin-5-yl)-[1-(4-pyrrolidin-1-yl-phenyl)-1H-[1,2,3]triazol-4-yl]-methanol C1(CC1)C=1N=CC=2N(C1[C@@H](O)C=1N=NN(C1)C1=CC=C(C=C1)N1CCCC1)C=NC2